FC=1C=CC2=C(NC=N2)C1F 6,7-difluoro-1H-benzo[d]imidazole